C(C)(OC(CC1=CC=C(C=C1)Br)C#N)=S (2-(4-bromophenyl)-1-cyanoethyl) ethanethioate